2-hydroxy-4-(N-isobutylnaphthalene-2-sulfonamido)benzoic acid OC1=C(C(=O)O)C=CC(=C1)N(S(=O)(=O)C1=CC2=CC=CC=C2C=C1)CC(C)C